(1R,2s)-2-((R)-2'-cyclopentyl-2'-hydroxy-2'-phenylacetyloxy)-7-methyl-7-azabicyclo[2.2.1]heptane C1(CCCC1)[C@](C(=O)O[C@@H]1[C@H]2CCC(C1)N2C)(C2=CC=CC=C2)O